C(C=C(C)CCC=C(C)CCC=C(C)C)(=O)OC Methyl Farnesate